BrC=1C=CC2=C(C(=NCC=3N2C(=NN3)C3CC3)C3=C(C=CC=C3F)F)C1Cl 8-bromo-7-chloro-1-cyclopropyl-6-(2,6-difluorophenyl)-4H-[1,2,4]triazolo[4,3-a][1,4]benzodiazepine